7',8'-dihydro-5'H-spiro[cyclopentane-1,6'-pyrazolo[5,1-b]quinazoline] N1=CC=C2N=C3CC4(CCC3=CN21)CCCC4